(R)-N-((5-chloro-6-(trifluoromethyl)pyridin-2-yl)(4-cyanophenyl)methyl)-2-methylpropane-2-sulfinamide ClC=1C=CC(=NC1C(F)(F)F)C(N[S@](=O)C(C)(C)C)C1=CC=C(C=C1)C#N